C(CC)(=O)OCC(=O)C1=CC=C(C=C1)Br 2-(4-bromophenyl)-2-oxoethyl propionate